5,7-Difluoro-1-(oxan-2-yl)indazole-4-carboxylic acid FC1=C(C=2C=NN(C2C(=C1)F)C1OCCCC1)C(=O)O